(S)-N-(1-(4-(benzylthio)phenylamino)-1-oxo-3-phenylpropan-2-yl)-4-fluoro-N-methylbenzamide C(C1=CC=CC=C1)SC1=CC=C(C=C1)NC([C@H](CC1=CC=CC=C1)N(C(C1=CC=C(C=C1)F)=O)C)=O